C(#N)C1=CC(=C(C(=O)O)C=C1F)F 4-cyano-2,5-difluorobenzoic acid